BrC1=C(C=C2C(=C(C(=NC2=C1F)OC[C@H]1N(CCC1)C)[N+](=O)[O-])NC1C2CN(C1C2)C(=O)OC(C)(C)C)I tert-Butyl (endo)-5-((7-bromo-8-fluoro-6-iodo-2-(((S)-1-methylpyrrolidin-2-yl)methoxy)-3-nitroquinolin-4-yl)amino)-2-azabicyclo[2.1.1]hexane-2-carboxylate